ClSC(C)Cl chlorothio-chloroethane